NC1=CC2=C(C(NS2)=O)C=C1 6-amino-1,2-benzisothiazol-3-one